F[B-](F)(F)F.C1(=CC=CC=C1)[N+]#N benzenediazonium tetrafluoroborate salt